trans-4-((4-(2-(2-aminopyridin-3-yl)-5-phenyl-3H-imidazo[4,5-b]pyridin-3-yl)benzyl)(methyl)amino)cyclohexane-1-carboxylic acid NC1=NC=CC=C1C1=NC=2C(=NC(=CC2)C2=CC=CC=C2)N1C1=CC=C(CN([C@@H]2CC[C@H](CC2)C(=O)O)C)C=C1